methoxy-N-methyl-5-[2-[4-(trifluoromethyl)phenoxy]-3-pyridyl]benzenesulfonamide COC1=C(C=C(C=C1)C=1C(=NC=CC1)OC1=CC=C(C=C1)C(F)(F)F)S(=O)(=O)NC